(p-isopropylphenyl)(p-methylphenyl)iodonium tetrakis(pentafluorophenyl)borate dipicolinate N1=C(C=CC=C1)C(=O)[O-].N1=C(C=CC=C1)C(=O)[O-].FC1=C(C(=C(C(=C1[B-](C1=C(C(=C(C(=C1F)F)F)F)F)(C1=C(C(=C(C(=C1F)F)F)F)F)C1=C(C(=C(C(=C1F)F)F)F)F)F)F)F)F.C(C)(C)C1=CC=C(C=C1)[I+]C1=CC=C(C=C1)C.C(C)(C)C1=CC=C(C=C1)[I+]C1=CC=C(C=C1)C.C(C)(C)C1=CC=C(C=C1)[I+]C1=CC=C(C=C1)C